C1(CC1)S(=O)(=O)NC=1SC=C(N1)C(C)(C)NC(C1=C(C=C(C=C1)C1=NC(=CN=C1)OCC)OC)=O N-(2-(2-(cyclopropanesulfonamido)thiazol-4-yl)propan-2-yl)-4-(6-ethoxypyrazin-2-yl)-2-methoxybenzamide